CC1(CCC=2C(\C(\C3=CC=CC=C3C2C1)=N/[C@@H](CC(N)=O)C(=O)O)=O)C N-[(9Z)-3,3-dimethyl-10-oxo-1,2,3,4,9,10-hexahydrophenanthren-9-ylidene]-L-asparagine